[Si](C)(C)(C(C)(C)C)OCCC1=C(C(=NC=C1)C(C)C)N1C(N=C(C2=C1N=C(C(=C2)F)Cl)Cl)=O 1-(4-(2-((tert-butyldimethylsilyl)oxy)ethyl)-2-isopropylpyridin-3-yl)-4,7-dichloro-6-fluoropyrido[2,3-d]Pyrimidin-2(1H)-one